N1(CCC1)S(=O)(=O)C1=CC=C(C=C1)C1=NNC2=NC=C(C=C21)C=2C=CC1=C(CCC(CC1)(C)N1[C@@H](CCC1)C)C2 (2R)-1-(2-{3-[4-(Azetidine-1-sulfonyl)phenyl]-1H-pyrazolo[3,4-b]pyridin-5-yl}-7-methyl-6,7,8,9-tetrahydro-5H-benzo[7]annulen-7-yl)-2-methylpyrrolidine